3-[(Benzo[d][1,3]dioxolan-4-yl)-oxy]-3-(4-chlorophenyl)-N-methylpropylamine O1COC2=C1C=CC=C2OC(CCNC)C2=CC=C(C=C2)Cl